FC1=C(C#N)C=CC(=C1)N1C[C@@H](CC1)N(C=1C2=C(N=CN1)NC=C2)C (R)-2-fluoro-4-(3-(methyl(7H-pyrrolo[2,3-d]pyrimidin-4-yl)amino)pyrrolidin-1-yl)benzonitrile